7-amino-8-(3-methoxy-2,6-dimethylphenyl)-3-(trifluoromethyl)quinoxaline-6-carboxamide NC1=C(C=C2N=C(C=NC2=C1C1=C(C(=CC=C1C)OC)C)C(F)(F)F)C(=O)N